N-tert-butylpyrrole C(C)(C)(C)N1C=CC=C1